NC1=NC=NC=2N(C3=C(C=C(C=C3C21)C=2C=NC(=NC2)C)C)CC(=O)N2[C@@H]1C[C@@H]1C[C@H]2C(=O)NC2=NC(=CC=C2)Br (1R,3S,5R)-2-(2-(4-amino-8-methyl-6-(2-methylpyrimidin-5-yl)-9H-pyrimido[4,5-b]indol-9-yl)acetyl)-N-(6-bromopyridin-2-yl)-2-azabicyclo[3.1.0]hexane-3-carboxamide